O1CCN(CC1)CC1=CC=2C(C3=CC=CC=C3SC2C=C1)=O 2-morpholinomethylthioxanthone